(R)-6-amino-4-(4-((dimethyl(oxo)-λ6-sulfaneylidene)amino)-6-(3-methylmorpholino)-pyrimidin-2-yl)-N-methylpicolinamide NC1=CC(=CC(=N1)C(=O)NC)C1=NC(=CC(=N1)N=S(=O)(C)C)N1[C@@H](COCC1)C